C1(CC1)CC1=CC=C(CN2N=CC(=C2)C(=O)OC)C=C1 methyl 1-(4-(cyclopropylmethyl) benzyl)-1H-pyrazole-4-carboxylate